(S)-4-amino-5-(((S)-1-(2-fluoro-6-formyl-4-(3-(4-(pyrrolidin-1-yl)phenyl)-1,2,4-thiadiazol-5-yl)phenoxy)-1-oxopropan-2-yl)amino)-5-oxopentanoic acid N[C@@H](CCC(=O)O)C(=O)N[C@H](C(=O)OC1=C(C=C(C=C1C=O)C1=NC(=NS1)C1=CC=C(C=C1)N1CCCC1)F)C